C(C)OC(CC(C)C)N1N=NC2=C1C=CC=C2 1-(1-ethoxy-3-methylbutyl)-1H-benzo[d][1,2,3]triazole